4-(5-fluoro-2-methyl-4-nitrophenyl)-3,6-dihydropyridine-1(2H)-carboxylic acid tert-butyl ester C(C)(C)(C)OC(=O)N1CCC(=CC1)C1=C(C=C(C(=C1)F)[N+](=O)[O-])C